2-Bromo-5-ethoxy-4-nitropyridine 1-oxide BrC1=[N+](C=C(C(=C1)[N+](=O)[O-])OCC)[O-]